FC=1C=C(C=CC1F)C=1C=C2C(=NC1)NCN2CC2=NC=CC=C2 6-(3,4-difluorophenyl)-1-(2-pyridylmethyl)-3H-imidazo[4,5-b]Pyridin